FC1=C(C=NN1C1=CC=CC=C1)C=1C(=C(C(=NC1)C(=O)NCC(=O)OCC)OCOCCOC)C ethyl 2-[[5-(5-fluoro-1-phenyl-pyrazol-4-yl)-3-(2-methoxyethoxymethoxy)-4-methyl-pyridine-2-carbonyl]amino]acetate